1-[5-[(3-amino-3-oxo-propyl)-methyl-amino]-2-(2-chlorophenyl)-3-(4-chlorophenyl)pyrazolo[1,5-a]pyrimidin-7-yl]-4-methyl-piperidine-4-carboxamide NC(CCN(C1=NC=2N(C(=C1)N1CCC(CC1)(C(=O)N)C)N=C(C2C2=CC=C(C=C2)Cl)C2=C(C=CC=C2)Cl)C)=O